3-[(1-methylpiperidin-3-yl)oxy]-5-(5-methyl-1,3-thiazol-2-yl)-N-{(1R)-1-[2-(trifluoromethyl)pyrimidin-5-yl]ethyl}benzamide CN1CC(CCC1)OC=1C=C(C(=O)N[C@H](C)C=2C=NC(=NC2)C(F)(F)F)C=C(C1)C=1SC(=CN1)C